C(C)(C)(C)OC(=O)N1CC2(C1)CC(C2)C2=CC(=CC=C2)C(C)(C)C 6-(3-(tert-butyl)phenyl)-2-azaspiro[3.3]Heptane-2-carboxylic acid tert-butyl ester